2-Methyl-N-[(1R)-1-[3-(methylcarbamoyl)phenyl]ethyl]-5-(4-methylpiperazin-1-yl)benzamide CC1=C(C(=O)N[C@H](C)C2=CC(=CC=C2)C(NC)=O)C=C(C=C1)N1CCN(CC1)C